CC1=NC(=CC(=C1)C=1NC2=CC(=CC=C2C1C)C#C)C 2-(2,6-dimethylpyridin-4-yl)-6-ethynyl-3-methyl-1H-indole